5-(4-chlorophenyl)-4-(2,4-dichlorophenyl)-2,6-diethoxypyrimidine ClC1=CC=C(C=C1)C=1C(=NC(=NC1OCC)OCC)C1=C(C=C(C=C1)Cl)Cl